ClC1=CC(=C(C=C1)C1=NC(=CC=2N=C(N(C(C21)=O)C)C)N2C[C@@H](CCC2)C=2C=NNC2)F 5-(4-chloro-2-fluoro-phenyl)-2,3-dimethyl-7-((3S)-3-(1H-pyrazol-4-yl)-1-piperidinyl)-pyrido[4,3-d]pyrimidin-4(3H)-one